OC1=C(C(N(C2=NC=CC=C12)CCN1C[C@@H](OCC1)C)=O)C(=O)NC1CCC(CC1)C 4-hydroxy-N-((1s,4R)-4-methylcyclohexyl)-1-(2-((S)-2-methylmorpholino)ethyl)-2-oxo-1,2-dihydro-1,8-naphthyridine-3-carboxamide